ClC=1C(=C(C=CC1)C=1C(=CC2=C3C=C4C(CCC(C4=CC3=CC=C2C1)(C)C)(C)C)O)F 3-(3-chloro-2-fluorophenyl)-8,8,11,11-tetramethyl-8,9,10,11-tetrahydrotetraphen-2-ol